CC(=O)C1=CC(=C(C(=C1)OC([2H])([2H])[2H])OC([2H])([2H])[2H])OC([2H])([2H])[2H] (3,4,5-tris(methoxy-d3)phenyl) Methyl ketone